NCCCNC1=C2C3=C(C=NC2=CC=C1)SC=1C=CC(=CC1C3=O)F (3-Aminopropylamino)-10-fluoro-12H-thiochromeno[2,3-c]Quinolin-12-one